ClC=1N(C2=C(C(=CC=C2C1SC=1C=C(C(=O)O)C=CC1)Cl)F)C=1C=NN(C1)CC 3-((2,6-dichloro-1-(1-ethyl-1H-pyrazol-4-yl)-7-fluoro-1H-indol-3-yl)thio)benzoic acid